CN1N=C(C=C1)C=1C=C(C(=O)OC)C=C(C1[N+](=O)[O-])NC[C@H]1OCC1 Methyl (S)-3-(1-methyl-1H-pyrazol-3-yl)-4-nitro-5-((oxetan-2-ylmethyl)amino)benzoate